2-(4-chloro-3-fluorophenoxy)-N-[3-(5-{[(6-cyano-5-methylpyridin-3-yl)oxy]methyl}-1,3,4-oxadiazol-2-yl)bicyclo[1.1.1]pentan-1-yl]acetamide ClC1=C(C=C(OCC(=O)NC23CC(C2)(C3)C=3OC(=NN3)COC=3C=NC(=C(C3)C)C#N)C=C1)F